C(C)(C)(C)NC(=O)C1=CC=C2C(N(NC2=C1)C1C(NC(CC1)=O)=O)=O N-(tert-butyl)-2-(2,6-dioxopiperidin-3-yl)-3-oxo-2,3-dihydro-1H-indazole-6-carboxamide